C(#N)C1=CC(=C(OCC2=C(C=CC=N2)F)C=C1)F 6-((4-cyano-2-fluorophenoxy)methyl)-5-fluoropyridine